C(C)N Ethanamine